C1N(CC12CCOCC2)CC2=CC(=C(C=C2)C2=CC=C1C(=CC=NC1=C2)NC=2C=CC1=C(N=CS1)C2)F N-(7-(4-(7-oxa-2-azaspiro[3.5]nonan-2-ylmethyl)-2-fluorophenyl)quinolin-4-yl)benzo[d]thiazol-5-amine